[Ca].[Se](=O)=O selenium dioxide, calcium salt